C(#N)C(C)(C)NC(=O)C1=NC=CC(=C1)NC(CC1=C(C=C(C(=C1)O)C(CO)(C)C)F)=O N-(1-cyano-1-methyl-ethyl)-4-[[2-[2-fluoro-5-hydroxy-4-(2-hydroxy-1,1-dimethyl-ethyl)phenyl]acetyl]amino]pyridine-2-carboxamide